N-[(5-Chloro-1-methyl-1H-indol-2-yl)carbonyl]-L-phenylalanine ClC=1C=C2C=C(N(C2=CC1)C)C(=O)N[C@@H](CC1=CC=CC=C1)C(=O)O